N-(5-((2-(5-oxa-8-azaspiro[3.5]nonan-8-yl)ethyl)carbamoyl)-2-methylpyridin-3-yl)-7-(1-methyl-1H-pyrazol-4-yl)-[1,2,4]triazolo[4,3-a]pyridine-3-carboxamide C1CCC12OCCN(C2)CCNC(=O)C=2C=C(C(=NC2)C)NC(=O)C2=NN=C1N2C=CC(=C1)C=1C=NN(C1)C